10-(2-(2-oxa-6-azaspiro[3.3]heptan-6-yl)ethyl)-3,7-dibromo-10H-phenoxazine C1OCC12CN(C2)CCN2C1=CC=C(C=C1OC=1C=C(C=CC21)Br)Br